C(C)(C)C1=CC(=NC=C1)C1=CC=CC2=C1OC1=C2C=CC=2N(C(=NC21)C2=CC=CC=C2)C2=CC=CC=C2 9-(4-isopropylpyridin-2-yl)-2,3-diphenyl-3H-benzo[2,3]benzofuro[6,7-d]imidazole